O=C1N(C=CC(=N1)O)C=1C(NC(NC1)=O)=O 2-oxo-4-hydroxypyrimidin-1-yl-(uracil)